(1R,3R,4S)-3-(ethylsulfonamido)-4-fluoro-1-(3-(5-fluoropyrimidin-2-yl)benzyl)cyclopentane-1-carboxylate C(C)S(=O)(=O)N[C@@H]1C[C@](C[C@@H]1F)(C(=O)[O-])CC1=CC(=CC=C1)C1=NC=C(C=N1)F